6-Acetyl-3-(4,4-difluorocyclohexyl)-2,8-dimethylpyridazino[1,2-a][1,2,4]triazin-1(2H)-one C(C)(=O)C1=CC(=CN2N1C=C(N(C2=O)C)C2CCC(CC2)(F)F)C